2-methylbenzoyl diphenylphosphinate C1(=CC=CC=C1)P(OC(C1=C(C=CC=C1)C)=O)(=O)C1=CC=CC=C1